4-((4-cyclopropyl-2-(N-methylsulphonylamino)phenyl)amino)-N-ethoxy-6-((5-fluoropyridin-3-yl)amino)nicotinamide C1(CC1)C1=CC(=C(C=C1)NC1=CC(=NC=C1C(=O)NOCC)NC=1C=NC=C(C1)F)NS(=O)(=O)C